FC(OC1=CC=C(C=C1)C=1NC2=C(C=C(C=C2C1)F)F)F 2-[4-(difluoromethoxy)phenyl]-5,7-difluoro-1H-indole